2-(4-Chlorophenyl)-5-methyloxazolo[4,5-c]pyridin-5-ium ClC1=CC=C(C=C1)C=1OC2=C(C=[N+](C=C2)C)N1